1,2-dimercapto-3-propanol SCC(CO)S